(S)-2-amino-N-(4-(hydroxymethyl)phenyl)-5-ureidopentanamide N[C@H](C(=O)NC1=CC=C(C=C1)CO)CCCNC(=O)N